CC(O)(C1CC=C(CC1)C)C α,α,4-trimethyl-3-cyclohexene-1-methanol